1-azido-3-bromobenzene N(=[N+]=[N-])C1=CC(=CC=C1)Br